NC1(CC1)C(=O)N([C@@H](CC(C)C)C(=O)N1C[C@]2(C[C@H]1C(=O)N)C(NC1=CC=CC=C12)=O)C (3R,5'S)-1'-(N-(1-aminocyclopropane-1-carbonyl)-N-methyl-L-leucyl)-2-oxospiro[indoline-3,3'-pyrrolidine]-5'-carboxamide